bis(2-hydroxyethoxy)-5,5'-diphenyl-1,1'-binaphthyl OCCOC=1C(=C(C2=CC=CC(=C2C1)C1=CC=CC=C1)C1=CC=CC2=C(C=CC=C12)C1=CC=CC=C1)OCCO